5-[4-(2-methoxyphenyl)piperazin-1-yl]-1-[10,11-dihydro-5H-dibenzo[b,f]azepin-5-yl]pentan-1-one oxalate C(C(=O)O)(=O)O.COC1=C(C=CC=C1)N1CCN(CC1)CCCCC(=O)N1C2=C(CCC3=C1C=CC=C3)C=CC=C2